FC=1C=C(CC2=NC=CC(=C2)N2N=C(C(=C2)C(=O)OC)C)C=C(C1)C(F)(F)F methyl 1-(2-(3-fluoro-5-(trifluoromethyl) benzyl) pyridin-4-yl)-3-methyl-1H-pyrazole-4-carboxylate